methyl 2-((1S,6R)-6-(difluoromethyl)-3-azabicyclo[4.1.0]heptan-3-yl)-4-nitrobenzoate FC([C@@]12CCN(C[C@H]2C1)C1=C(C(=O)OC)C=CC(=C1)[N+](=O)[O-])F